N1(CCNCC1)CC1CCN(CC1)C(=O)OCC1=CC=CC=C1 benzyl 4-(piperazin-1-ylmethyl)piperidine-1-carboxylate